2-amino-5-bromooxazole NC=1OC(=CN1)Br